C=CC=CC=CC=CC=CC=CC=CCCCCCCCCCCCCCCCC triacontenehexaene